C(#N)C=1C=NC(=NC1)NC1CC2(CC(C2)OC2=C(C(=O)N)C=CC=N2)C1 2-((6-((5-cyano-pyrimidin-2-yl)amino)spiro[3.3]heptan-2-yl)oxy)nicotinamide